CCCCCCCC/C=C\CCCCCCCCCC(=O)OC[C@H](COP(=O)(O)OC[C@@H](C(=O)O)N)OC(=O)CCCCCC/C=C\C/C=C\C/C=C\CCCCC 1-(11Z-eicosenoyl)-2-(8Z,11Z,14Z-eicosatrienoyl)-glycero-3-phosphoserine